C1(=CC=CC=C1)N(C=1C=CC2=C(C=3C4=CC(=CC=C4C4=C(C3C=3C=C(C=CC23)N(C2=CC=CC=C2)C2=CC=CC=C2)C=C(C=C4)N(C4=CC=CC=C4)C4=CC=CC=C4)N(C4=CC=CC=C4)C4=CC=CC=C4)C1)C1=CC=CC=C1 N,N,N',N',N'',N'',N''',N'''-octaphenyldibenzo[g,p]chrysene-2,7,10,15-tetramine